N'-(1,2,3,5,6,7-hexahydro-s-indacen-4-ylcarbamoyl)-4-(((2-methoxyethyl)-(methyl)amino)methyl)-benzenesulfonimidamide C1CCC2=C(C=3CCCC3C=C12)NC(=O)N=S(=O)(N)C1=CC=C(C=C1)CN(C)CCOC